4-((1H-imidazol-1-yl)methyl)-N-(3-(7-fluoro-5-oxo-1-thioxo-1,2-dihydro-[1,2,4]triazolo[4,3-a]quinazolin-4(5H)-yl)propyl)benzamide N1(C=NC=C1)CC1=CC=C(C(=O)NCCCN2C=3N(C4=CC=C(C=C4C2=O)F)C(NN3)=S)C=C1